ClC=1C=NN(C1C1=NC(=NC=C1C#N)N[C@@H]1CC[C@H](CC1)N(C(OCC)=O)C1=NC=C(C=C1)C=1C=NC(=NC1)OC)C ethyl (trans-4-((4-(4-chloro-1-methyl-1H-pyrazol-5-yl)-5-cyanopyrimidin-2-yl)amino)cyclohexyl)(5-(2-methoxypyrimidin-5-yl)pyridin-2-yl)carbamate